FC=1C(=C(C=CC1F)C(=O)N1CC(C1)(O)CN[C@H](C)C(=O)O)NC1=C(C=C(C=C1)I)F N-{[1-({3,4-difluoro-2-[(2-fluoro-4-iodophenyl)amino]phenyl}carbonyl)-3-hydroxyazetidin-3-yl]methyl}-D-alanine